N1C=C(C2=CC=CC=C12)CCN1CNC2=CC=CC=C2C1=O 3-(2-(1H-indol-3-yl)ethyl)-2,3-dihydroquinazolin-4(1H)-one